1-(3,4-difluoro-5-(3-morpholinoquinoxaline-6-carbonyl)phenyl)-3-(3-fluorophenyl)urea FC=1C=C(C=C(C1F)C(=O)C=1C=C2N=C(C=NC2=CC1)N1CCOCC1)NC(=O)NC1=CC(=CC=C1)F